C1(CC1)C1=CC=C(OC2CN(C2)C(=O)N2CC3(C2)CC(C3)C3=NN=C(N3)C3(CC3)O)C=C1 [3-(4-cyclopropylphenoxy)azetidin-1-yl]-[6-[5-(1-hydroxycyclopropyl)-4H-1,2,4-triazol-3-yl]-2-azaspiro[3.3]heptan-2-yl]methanone